C(CC)NC1=CC=C(C(=O)O)C=C1 4-(propylamino)benzoic acid